3-(7-(4-(((S)-4-(5-chloro-4-iodopyridin-2-yl)-2-(hydroxymethyl)piperazin-1-yl)methyl)piperidin-1-yl)-1-methyl-1H-indazol-3-yl)piperidine-2,6-dione ClC=1C(=CC(=NC1)N1C[C@H](N(CC1)CC1CCN(CC1)C=1C=CC=C2C(=NN(C12)C)C1C(NC(CC1)=O)=O)CO)I